7-(5-chloro-2-fluorophenyl)-1-(1H-pyrazolo[3,4-b]pyridin-4-yl)-2,3-dihydro-1H-pyrido[3,4-b][1,4]oxazine ClC=1C=CC(=C(C1)C1=CC2=C(OCCN2C2=C3C(=NC=C2)NN=C3)C=N1)F